CC1C(C2=CC=C(C=C2C1)Cl)=O methyl-5-chloro-1-indanone